ClC=1C=CC(=C(C1)C1=CC=2N3C4=C(C=CC=C4C2C=C1)C1=CC=CC=C13)S(=O)C 10-(5-chloro-2-(methylsulfinyl)phenyl)indolo[3,2,1-jk]carbazole